C1(C2C(C(=O)O1)CCC=C2)=O tetrahydrophthalic acid monoanhydride